FC=1C(=C(C=CC1F)[C@H]1C(O[C@]([C@H]1C)(C(F)(F)F)C)C(=O)OCCOC)OCCOC 2-methoxyethyl (3S,4S,5R)-3-[3,4-difluoro-2-(2-methoxyethoxy)phenyl]-4,5-dimethyl-5-(trifluoromethyl)tetrahydrofuran-2-carboxylate